ClC1=C2CN(C(C2=C(C=C1)NC1=C(C(C1=O)=O)N[C@H](C(C)(C)C)C=1OC(=CC1)C)=O)C1=C(C(=O)O)C=CC(=C1)OC 2-[4-chloro-7-[[2-[[(1R)-2,2-dimethyl-1-(5-methyl-2-furyl)propyl]amino]-3,4-dioxo-cyclobuten-1-yl]amino]-1-oxo-isoindolin-2-yl]-4-methoxy-benzoic acid